3-fluoro-1-methanesulfonyl-N-[7-(sec-butyl)-5-(trifluoromethyl)imidazo[4,3-f][1,2,4]triazin-2-yl]piperidin-4-amine FC1CN(CCC1NC1=NN2C(C=N1)=C(N=C2C(C)CC)C(F)(F)F)S(=O)(=O)C